BrC=1C=2N(C=C(C1)C1CC1)C=C(N2)C(C#C)O 1-(8-bromo-6-cyclopropylimidazo[1,2-a]pyridin-2-yl)prop-2-yn-1-ol